methyl (Z)-3-((E)-4-((tert-butoxycarbonyl)amino)but-2-en-1-yl)-2-((4-ethyl-2-methyloxazole-5-carbonyl)imino)-2,3-dihydrothiazolo[4,5-b]pyridine-6-carboxylate C(C)(C)(C)OC(=O)NC/C=C/CN1/C(/SC=2C1=NC=C(C2)C(=O)OC)=N/C(=O)C2=C(N=C(O2)C)CC